N'-[7-[(4R,6R,6aR)-4-cyano-6-(hydroxymethyl)-2,2-dimethyl-6,6a-dihydro-3aH-furo[3,4-d][1,3]dioxol-4-yl]pyrrolo[2,1-f][1,2,4]triazin-4-yl]-N,N-dimethyl-formamidine C(#N)[C@]1(O[C@@H]([C@H]2OC(OC21)(C)C)CO)C2=CC=C1C(=NC=NN12)N=CN(C)C